CN1N=C2C=CC(=CC2=C1)NC(CCCC)=O N-(2-methyl-2H-indazol-5-yl)valeramide